C1CC12CN(CC2)C=2C=C(C(=NC2)C(F)(F)F)NC(C2=NC(=CC=C2)C=2C=NN(C2)CC2(CC2)C#N)=O N-(5-(5-azaspiro[2.4]heptan-5-yl)-2-(trifluoromethyl)pyridin-3-yl)-6-(1-((1-cyanocyclopropyl)methyl)-1H-pyrazol-4-yl)picolinamide